tert-butyl 3-hydroxybenzoate OC=1C=C(C(=O)OC(C)(C)C)C=CC1